CC(CCCCC)CCCCCCCCCCCCCCCCCCCCCCCCCC 6-methyl-dotriacontane